tert-butyl ((5-fluoro-1a,6b-dihydro-1H-cyclopropa[b]benzofuran-6-yl)methyl)carbamate FC=1C=CC2=C(C3C(O2)C3)C1CNC(OC(C)(C)C)=O